T-Hexyl peroxypivalate C(C(C)(C)C)(=O)OOC(C)(C)CCC